2,2'-bis(o-chlorophenyl)-4,4',5,5'-tetrakis(3,4,5-trimethoxyphenyl)-1,2'-biimidazole ClC1=C(C=CC=C1)C=1N(C(=C(N1)C1=CC(=C(C(=C1)OC)OC)OC)C1=CC(=C(C(=C1)OC)OC)OC)C1(N=C(C(=N1)C1=CC(=C(C(=C1)OC)OC)OC)C1=CC(=C(C(=C1)OC)OC)OC)C1=C(C=CC=C1)Cl